2-((4-(6-((4-Chloro-2-fluorobenzyl)oxy)pyridin-2-yl)piperidin-1-yl)methyl)-4-(difluoromethoxy)-7-fluoro-1-methyl-1H-benzo[d]imidazole-6-carboxylic acid ClC1=CC(=C(COC2=CC=CC(=N2)C2CCN(CC2)CC2=NC3=C(N2C)C(=C(C=C3OC(F)F)C(=O)O)F)C=C1)F